(1R,3S,5R)-2-(2-(3-acetyl-7-methyl-5-(2-methylpyrimidin-5-yl)-1H-indol-1-yl)acetyl)-N-(6-bromo-3-cyclopropylpyridin-2-yl)-5-methyl-2-azabicyclo[3.1.0]hexane-3-carboxamide C(C)(=O)C1=CN(C2=C(C=C(C=C12)C=1C=NC(=NC1)C)C)CC(=O)N1[C@@H]2C[C@@]2(C[C@H]1C(=O)NC1=NC(=CC=C1C1CC1)Br)C